2-(2-Hydroxy-ethyl)-p-phenylendiamin OCCC1=C(C=CC(=C1)N)N